ClC=1C=C(C=C(C1OCCCl)C#N)C(C)(C)C1=CC=C(OCC2=NC(=NC=C2)N2CCN(CC2)C(=O)OC(C)(C)C)C=C1 tert-butyl 4-(4-((4-(2-(3-chloro-4-(2-chloroethoxy)-5-cyanophenyl)propan-2-yl)phenoxy)methyl)pyrimidin-2-yl)piperazine-1-carboxylate